C1(CC1)C1=C(SC=2N1C(C=CN2)=O)C2=NC(=NC=C2)NC2=CC(=CC=C2)N2CCN(CC2)CCO 3-Cyclopropyl-2-(2-{3-[4-(2-hydroxy-ethyl)-piperazin-1-yl]-phenylamino}-pyrimidin-4-yl)-thiazolo[3,2-a]pyrimidin-5-one